C(C)(=O)NC=1N=C2N(N=C(C=C2)C=2C=C(C(=NC2C)OC)C(=O)NCC2=CC(=CC=C2)C(F)(F)F)C1 5-{2-acetamidoimidazo[1,2-b]pyridazin-6-yl}-2-methoxy-6-methyl-N-{[3-(trifluoromethyl)phenyl]methyl}pyridine-3-carboxamide